PYRROLO[3,2-C]PYRIDIN-4-ONE N1=CC=C2C(N=CC=C21)=O